3-((2S)-3-(8-(4'-(aminomethyl)biphenyl-4-ylsulfonyl)-1-oxa-8-azaspiro[4.5]decan-3-ylamino)-2-hydroxypropoxy)-N-methylbenzenesulfonamide NCC1=CC=C(C=C1)C1=CC=C(C=C1)S(=O)(=O)N1CCC2(CC(CO2)NC[C@@H](COC=2C=C(C=CC2)S(=O)(=O)NC)O)CC1